3-(1,3-benzodioxol-5-ylcarbonyl)quinolin O1COC2=C1C=CC(=C2)C(=O)C=2C=NC1=CC=CC=C1C2